3-[(3-chloro-2-methoxyphenyl)amino]-2-(3-{2-[(2S)-2-methylpyrrolidin-2-yl]ethynyl}pyridin-4-yl)-1H,5H,6H,7H-pyrrolo[3,2-c]pyridin-4-one ClC=1C(=C(C=CC1)NC1=C(NC2=C1C(NCC2)=O)C2=C(C=NC=C2)C#C[C@]2(NCCC2)C)OC